C(C)(C)(C)OC(=O)N(C)CC1=C(C=CC=C1)C=1C=C(SC1)[C@@H](C)NC1=NC(=NC2=CC(=C(C=C12)C1CCCCC1)OC)C (1R,4R)-4-(4-(((R)-1-(4-(2-(((tert-butoxyCarbonyl)(methyl)amino)methyl)phenyl)thiophen-2-yl)ethyl)amino)-7-methoxy-2-methylquinazolin-6-yl)cyclohexane